racemic-1-(4-fluorophenyl)-1-(2-(4-(6-(1-methyl-1H-pyrazol-4-yl)pyrrolo[2,1-f][1,2,4]triazin-4-yl)piperazin-1-yl)pyrimidin-5-yl)ethanamine FC1=CC=C(C=C1)[C@@](C)(N)C=1C=NC(=NC1)N1CCN(CC1)C1=NC=NN2C1=CC(=C2)C=2C=NN(C2)C |r|